N-(3-(2,3-dibromophenoxy)propyl)pyrrolidin-3-ol BrC1=C(OCCCN2CC(CC2)O)C=CC=C1Br